N-(6-fluoro-1H-1,3-benzimidazol-2-yl)-3,5-dimethyladamantane-1-carboxamide FC=1C=CC2=C(NC(=N2)NC(=O)C23CC4(CC(CC(C2)C4)(C3)C)C)C1